4-(6-(4-methoxy-3-propoxyphenyl)pyridin-2-yl)-1,2-oxaborinan-2-ol COC1=C(C=C(C=C1)C1=CC=CC(=N1)C1CB(OCC1)O)OCCC